4-Amino-5-bromo-6-(3,4-dichlorophenoxy)nicotinic acid ethyl ester C(C)OC(C1=CN=C(C(=C1N)Br)OC1=CC(=C(C=C1)Cl)Cl)=O